N,N-di(4-sec-butylcyclohexyl)-5-(4-sec-butylcyclohexylcarbonylamino)isophthalamide C(C)(CC)C1CCC(CC1)N(C(C1=CC(C(=O)N)=CC(=C1)NC(=O)C1CCC(CC1)C(C)CC)=O)C1CCC(CC1)C(C)CC